rac-6-Bromo-4-(3-methoxypiperidin-1-yl)-2-(1-methyl-1H-imidazol-2-yl)-5-phenylthieno[2,3-d]pyrimidine BrC1=C(C2=C(N=C(N=C2N2C[C@@H](CCC2)OC)C=2N(C=CN2)C)S1)C1=CC=CC=C1 |r|